FC1(CC2(C1)CC(N(CC2)CC2=C1C=CNC1=C(C=C2OC)C)C=2C=C(C(=NC2)C(=O)N)F)F 5-(2,2-difluoro-7-((5-methoxy-7-methyl-1H-indol-4-yl)methyl)-7-azaspiro[3.5]nonan-6-yl)-3-fluoropicolinamide